1-(2-naphthyl)ethanone Sodium (3,4,5-trifluorophenyl)triphenylborate FC=1C=C(C=C(C1F)F)[B-](C1=CC=CC=C1)(C1=CC=CC=C1)C1=CC=CC=C1.[Na+].C1=C(C=CC2=CC=CC=C12)C(C)=O